ClC1=C(C=NN1C)I 5-chloro-4-iodo-1-methyl-pyrazole